BrCC1=CC2=C([N+](=C(N=[N+]2[O-])NCCC(=O)OC(C)C)[O-])C=C1 7-(Bromomethyl)-3-((3-isopropoxy-3-oxopropyl)amino)benzo[e][1,2,4]triazine 1,4-dioxide